BrC1=CC=C(C=C1)S(=O)(=O)C1CC1 1-bromo-4-(cyclopropylsulfonyl)benzene